OCC1(COCC1)NC(=O)C1=C(OC2=C1C=C(C=C2)OCC2=NC=CC=C2)C N-(3-(hydroxymethyl)tetrahydrofuran-3-yl)-2-methyl-5-(pyridin-2-ylmethoxy)benzofuran-3-carboxamide